5-(4-Bromo-2-methylphenyl)-3-methyl-6,7-dihydropyrazolo[1,5-a]pyrazin-4(5H)-one BrC1=CC(=C(C=C1)N1C(C=2N(CC1)N=CC2C)=O)C